ClC1=C(C=CC2=C1C(=NCC=1N2C(=NN1)C1CC1)C1=C(C=CC=C1F)F)OC 7-chloro-1-cyclopropyl-6-(2,6-difluorophenyl)-8-methoxy-4H-[1,2,4]triazolo[4,3-a][1,4]benzodiazepine